5-methyl-(1,1'-biphenyl)-3,4'-diol CC=1C=C(C=C(C1)C1=CC=C(C=C1)O)O